[5-[4,6-difluoro-1-(p-tolylsulfonyl)indol-5-yl]oxy-2-fluoro-phenyl]hydrazine hydrochloride salt Cl.FC1=C2C=CN(C2=CC(=C1OC=1C=CC(=C(C1)NN)F)F)S(=O)(=O)C1=CC=C(C=C1)C